OCC1CN(CC1)C 3-hydroxymethyl-1-methylpyrrolidine